(2R)-2-(Ethylamino)-4-methyl-N-[4-(1H-pyrrolo[2,3-b]pyridin-4-yl)phenyl]pentanamide C(C)N[C@@H](C(=O)NC1=CC=C(C=C1)C1=C2C(=NC=C1)NC=C2)CC(C)C